tert-butyl-4-(2,6-dioxo-3-piperidyl)-1,3-dioxo-isoindolin C(C)(C)(C)N1C(C2=CC=CC(=C2C1=O)C1C(NC(CC1)=O)=O)=O